C(C)C=1C(NC2=CC(=CN=C2C1)CN1CCN(CC1)C=1N=CC=2N(C1)C=C(N2)CC)=O 3-ethyl-7-((4-(2-ethylimidazo[1,2-a]pyrazin-6-yl)piperazin-1-yl)methyl)-1,5-naphthyridin-2(1H)-one